BrC1=CC=CC(=N1)NC(=O)[C@H]1N(C2CC2(C1)COC)C(=O)OC(C)(C)C tert-Butyl (3S)-3-((6-bromopyridin-2-yl)carbamoyl)-5-(methoxymethyl)-2-azabicyclo[3.1.0]hexane-2-carboxylate